(3-bromophenyl)(6-fluoro-5-isopropylpyridin-2-yl)methanaminium chloride [Cl-].BrC=1C=C(C=CC1)C([NH3+])C1=NC(=C(C=C1)C(C)C)F